CC1=CC=CC(=N1)C=1C(=C2N(N1)CCC2)C2=CC=NC1=CC=C(C=C21)C(N)=O 2-(6-Methyl-pyridin-2-yl)-3-(6-Carbamoyl-quinolin-4-yl)-5,6-dihydro-4H-pyrrolo[1,2-b]pyrazole